tert-butyl 2-(hydroxymethyl)-11-isopropyl-1,9-diazatricyclo[6.3.1.04,12]dodeca-2,4,6,8(12)-tetraene-9-carboxylate OCC=1N2C(CN(C=3C=CC=C(C1)C23)C(=O)OC(C)(C)C)C(C)C